ClC=1C=C2C=CC(=CC2=CC1)NCC(CN1CCN(CC1)C1=C(C=CC(=C1)Cl)Cl)O 1-((6-chloronaphthalen-2-yl)amino)-3-(4-(2,5-dichlorophenyl)piperazin-1-yl)propan-2-ol